C(C)C(CC(C(=O)[O-])(C(=O)[O-])CC(CCCC)CC)CCCC bis-(2-ethylhexyl)-malonate